CN1N=CC(=C1)C1=CC=CC(=N1)NC(=O)C=1C=C2C(=NC1N1CCN(CC1)C)N=C(O2)N2CCOCC2 N-(6-(1-Methyl-1H-pyrazol-4-yl)pyridin-2-yl)-5-(4-methylpiperazin-1-yl)-2-morpholinooxazolo[4,5-b]pyridine-6-carboxamide